OC=1C=C2C=C(NC2=CC1)C(=O)[O-] 5-hydroxy-1H-indole-2-carboxylate